L-carnitine calcium 2-hydroxycitrate OC(C(=O)[O-])C(O)(C(=O)[O-])CC(=O)[O-].[Ca+2].O[C@@H](C[N+](C)(C)C)CC([O-])=O.OC(C(=O)[O-])C(O)(C(=O)[O-])CC(=O)[O-].[Ca+2].[Ca+2]